C[Si](O[Si](C=C)(C=C)C)(C)C Tetramethyl-divinyl-disiloxane